NC1=NC=2C=C(C(=CC2C2=C1C=NN2C)C(=O)N(CC2=NC=C(C=C2)C(F)(F)F)N2C(N(CC2)C)=O)Cl 4-Amino-7-chloro-1-methyl-N-(3-methyl-2-oxo-imidazolidin-1-yl)-N-[[5-(trifluoromethyl)-2-pyridyl]methyl]pyrazolo[4,3-c]quinoline-8-carboxamide